C1(CCCC1)C(=O)N1CC2=C(C(CC1)(C)C)C=CC(=C2)N2CCN(CC2)C2CCCC2 cyclopentyl(8-(4-cyclopentylpiperazin-1-yl)-5,5-dimethyl-1,3,4,5-tetrahydro-2H-benzo[c]azepin-2-yl)methanone